2-fluoro-4-(trifluoromethylphenyl)hexahydropyrrolo[3,4-b]pyrrole-1(2H)-carboxamide FC1CC2C(N1C(=O)N)CNC2C2=C(C=CC=C2)C(F)(F)F